COC1=CC=C(C=C1)CNC(CCCCC)=O N-[(4-methoxyphenyl)methyl]hexanamide